BrC1=C2CN(C(C2=CC(=C1)NCCNC)=O)C1CCC(CC1)C(=O)NC1=CC(=C(C=C1)C)OC (1s,4s)-4-(4-Bromo-6-(2-(methylamino)ethylamino)-1-oxoisoindolin-2-yl)-N-(3-methoxy-4-methylphenyl)cyclohexanecarboxamide